BrC1=CC(=CC=2C=COC21)C(CN(C=2C(=CC=CC2)OCOC)CC)O 3-((2-(7-bromobenzofuran-5-yl)-2-hydroxyethyl)(ethyl)amino)-2-(methoxymethoxy)benzene